COCCS(=O)(=NC1=C(N=C2N1C=CC(=C2)C2=NOC(=N2)C(F)(F)F)C)C (2-methoxyethyl)(methyl)((2-methyl-7-(5-(trifluoromethyl)-1,2,4-oxadiazol-3-yl)imidazo[1,2-a]pyridin-3-yl)imino)-λ6-sulfanone